2-(5-chloro-2-methylpyrimidine-4-carbonyl)-8,8-dimethyl-7-oxo-2-azaspiro[3.5]non-5-ene-6-carbonitrile ClC=1C(=NC(=NC1)C)C(=O)N1CC2(C1)C=C(C(C(C2)(C)C)=O)C#N